1-(1-ethoxyethenyl)-3-fluoro-2-methoxy-4-nitrobenzene C(C)OC(=C)C1=C(C(=C(C=C1)[N+](=O)[O-])F)OC